methyl 2-cyclopropyl-5-ethoxy-4-((2-(4-((2-hydroxyethyl)carbamoyl)phenyl)-3-oxo-2,8-diazaspiro[4.5]decan-8-yl)methyl)benzoate C1(CC1)C1=C(C(=O)OC)C=C(C(=C1)CN1CCC2(CC(N(C2)C2=CC=C(C=C2)C(NCCO)=O)=O)CC1)OCC